C1OCC12CN(C2)C2CCC(CC2)NC2=C1C=C(N(C1=CC=C2)CC(F)(F)F)C#CCN(C(CC)=O)C2=C(C=C(C=C2)S(=O)(=O)C)O N-(3-(4-(((1S,4S)-4-(2-oxa-6-azaspiro[3.3]heptan-6-yl)cyclohexyl)amino)-1-(2,2,2-trifluoroethyl)-1H-indol-2-yl)prop-2-yn-1-yl)-N-(2-hydroxy-4-(methylsulfonyl)phenyl)propionamide